FC1=CC(=C(OC2=CC(=C(C=C2)NC(OCC=2C(=C3C(N(CC3=CC2)C2C(NC(CC2)=O)=O)=O)OC)=O)OC)C=C1)C [2-(2,6-dioxopiperidin-3-yl)-4-methoxy-3-oxo-2,3-dihydro-1H-isoindol-5-yl]methyl N-[4-(4-fluoro-2-methylphenoxy)-2-methoxyphenyl]carbamate